C(C)OC(\C=C\C=C/CCCCC)=O.C(C)C=1C(N(C=CC1)C(CNS(=O)(=O)C)CO[C@@H]1CC[C@@H](CC1)C1=CC=CC=C1)=O N-[2-(3-ethyl-2-oxo-1,2-dihydropyridin-1-yl)-3-{[(cis)-4-phenylcyclohexyl]oxy}propyl]methanesulfonamide Ethyl-2-trans-4-cis-decadienoat